(R)-N-(7-chloro-6-(4-((3S,4S)-4-hydroxy-3-methyltetrahydrofuran-3-yl)piperazin-1-yl)isoquinolin-3-yl)-5,5-dimethyltetrahydrofuran-3-carboxamide ClC1=C(C=C2C=C(N=CC2=C1)NC(=O)[C@H]1COC(C1)(C)C)N1CCN(CC1)[C@]1(COC[C@H]1O)C